C(C=1C(C(=O)N)=CC=CC1)(=O)OCCCCCCCCCCCCCCCCCC.[Na] sodium stearyl phthalamate